2-acetyl-8-(5-chloro-3-fluoropyridin-2-yl)-5-(4-(trifluoromethyl)benzyl)-2,5,8-triazaspiro[3.5]-nonane-6,9-dione C(C)(=O)N1CC2(C1)N(C(CN(C2=O)C2=NC=C(C=C2F)Cl)=O)CC2=CC=C(C=C2)C(F)(F)F